(S)-3-methoxy-4-((1-methoxy-3-phenylpropan-2-yl)amino)-N-(5-(5-methyl-1H-pyrazol-1-yl)-1,3,4-thiadiazol-2-yl)-2-oxo-2H-pyran-6-carboxamide COC=1C(OC(=CC1N[C@H](COC)CC1=CC=CC=C1)C(=O)NC=1SC(=NN1)N1N=CC=C1C)=O